N1(CCNCC1)C1=CC=C(C=C1)NC1=NC2=C(C=CC=C2C=N1)C=1C=C(C=CC1)NC(C#C)=O N-(3-(2-((4-(piperazin-1-yl)phenyl)amino)quinazolin-8-yl)phenyl)propynamide